methyl (S)-2-((tert-butoxycarbonyl) amino)-5-oxohept-6-enoate C(C)(C)(C)OC(=O)N[C@H](C(=O)OC)CCC(C=C)=O